6-fluoro-7-(2-fluoro-6-hydroxyphenyl)pyrido[2,3-d]pyrimidin-2(1H)-one FC1=CC2=C(NC(N=C2)=O)N=C1C1=C(C=CC=C1O)F